N-(2-Methoxy-6-methyl-5,6,7,8-tetrahydro-1,6-naphthyridin-3-yl)-8-(prop-1-en-2-yl)quinazolin-2-amine COC1=NC=2CCN(CC2C=C1NC1=NC2=C(C=CC=C2C=N1)C(=C)C)C